C(C([2H])([2H])[2H])(C1=C(C(=C(C(=C1[2H])[2H])NC(=O)NC1=CNC2=CC=CC=C12)[2H])[2H])([2H])[2H] 1-(4-(ethyl-d5)phenyl-2,3,5,6-d4)-3-(1H-indol-3-yl)urea